COC=1C=C(C=CC1)N1C(SC=C1C=1C=C(C(=O)NCCCCC2=CC=CC=C2)C=CC1)=O 3-(3-(3-methoxyphenyl)-4-thiazolinonyl)-N-(4-phenylbutyl)benzamide